IC1=CC=C(C=N1)OC1CC(C1)OC1=NC=CC=C1 2-[(1r,3r)-3-[(6-iodopyridin-3-yl)oxy]cyclobutoxy]pyridine